CC1=CC=CC(=N1)C1=NC=CC(=N1)NC1=NC(=NC=C1)NC=1C=C(SC1)C(=O)OCC1CCNCC1 4-piperidylmethyl 4-[[4-[[2-(6-methyl-2-pyridyl)pyrimidin-4-yl]amino]pyrimidin-2-yl]amino]thiophene-2-carboxylate